4-[(1S,4S,5R)-5-{[4-Cyclopropyl-1-(2,6-dichlorophenyl)-1H-pyrazol-5-yl]methoxy}-2-azabicyclo[2.2.1]heptan-2-yl]-N-[(2,2-dimethyloxan-4-yl)sulfonyl]benzamid C1(CC1)C=1C=NN(C1CO[C@H]1[C@@H]2CN([C@H](C1)C2)C2=CC=C(C(=O)NS(=O)(=O)C1CC(OCC1)(C)C)C=C2)C2=C(C=CC=C2Cl)Cl